2-((S)-4-(8-fluoro-7-(2-fluoro-5-hydroxyphenyl)-2-(((S)-1-methylpyrrolidin-2-yl)methoxy)pyrido[4,3-d]pyrimidin-4-yl)-1-methylpiperazin-2-yl)acetonitrile FC1=C(N=CC2=C1N=C(N=C2N2C[C@@H](N(CC2)C)CC#N)OC[C@H]2N(CCC2)C)C2=C(C=CC(=C2)O)F